Cl.FC1([C@H]2[C@@H]([C@H]2CC1)N)F (1R,5S,6R)-2,2-difluorobicyclo[3.1.0]hexan-6-amine hydrochloride